NC(C)(C1CC1)C1=NN(C2=CN=C(C=C21)NC=2C=CC1=C(N(CNC1=O)C)N2)C 7-((3-(1-Amino-1-cyclopropylethyl)-1-methyl-1H-pyrazolo[3,4-c]pyridin-5-yl)amino)-1-methyl-2,3-dihydropyrido[2,3-d]pyrimidin-4(1H)-one